C(C)(C)(C)OC(=O)N1CCN(CC1)C=1C=CC(=NC1)NCCC(=O)O 3-((5-(4-(tert-butoxycarbonyl)piperazin-1-yl)pyridin-2-yl)amino)propanoic acid